COC(=O)C1=CC2=C(N(C=N2)C(C)C)C(=C1)Br 7-bromo-1-isopropyl-1H-benzo[d]imidazole-5-carboxylic acid methyl ester